O=C1NC(CCC1N1C(C2=CC=C(C=C2C1=O)N1C[C@@H]2C[C@@H]2C1)=O)=O (1R,5S,6r)-3-(2-(2,6-dioxopiperidin-3-yl)-1,3-dioxoisoindolin-5-yl)-3-azabicyclo[3.1.0]hexane